C(C)(=O)C1=NN(C2=C(C=C(C=C12)C=1C=NC(=NC1)C)C)CC(=O)N1[C@@H]2C[C@@]2(C[C@H]1C(=O)NCCC1CCOCC1)C (1R,3S,5R)-2-(2-(3-acetyl-7-methyl-5-(2-methylpyrimidin-5-yl)-1H-indazol-1-yl)acetyl)-5-methyl-N-(2-(tetrahydro-2H-pyran-4-yl)ethyl)-2-azabicyclo[3.1.0]hexane-3-carboxamide